FC1=C(C=CC(=C1)F)C=1NC(=NN1)C1CN(C1)C(=O)N1C[C@@H]2[C@@H](OCC(N2)=O)CC1 (4aR,8aS)-6-[3-[5-(2,4-difluorophenyl)-4H-1,2,4-triazol-3-yl]azetidine-1-carbonyl]-4,4a,5,7,8,8a-hexahydropyrido[4,3-b][1,4]oxazin-3-one